9-(2-((2-(cyclohex-1-en-1-yl)ethyl)amino)pyrimidin-5-yl)-6,7-dimethoxynaphtho[2,3-c]furan-1(3H)-one C1(=CCCCC1)CCNC1=NC=C(C=N1)C1=C2C=C(C(=CC2=CC2=C1C(OC2)=O)OC)OC